2-methylhexahydro-3H-pyrrolo[1,2-a]imidazol-3-one CC1NC2N(C1=O)CCC2